1-isobutyl-6-(prop-1-en-2-yl)-N-(1-(3,4,5-trimethoxyphenyl)-1H-imidazol-4-yl)-1H-pyrazolo[3,4-d]Pyrimidine-4-amine C(C(C)C)N1N=CC=2C1=NC(=NC2NC=2N=CN(C2)C2=CC(=C(C(=C2)OC)OC)OC)C(=C)C